N-(4-bromothiophene-3-carbonyl)-N-(4-methoxy-2-methyl-5-nitrophenyl)carbamic acid tert-butyl ester C(C)(C)(C)OC(N(C1=C(C=C(C(=C1)[N+](=O)[O-])OC)C)C(=O)C1=CSC=C1Br)=O